tert-Butyl 3-(((2-(ethoxycarbonyl)butyl)amino)methyl)-piperazine-1-carboxylate C(C)OC(=O)C(CNCC1CN(CCN1)C(=O)OC(C)(C)C)CC